NC1=C2N=CN(C2=NC(=N1)Cl)[C@H]1[C@@H]([C@@]([C@H](O1)COC(C(=O)O)(C(=O)O)CC1=CC(=C(C=C1)C1=CC=CC=C1)C(=O)O)(O)C#C)O 2-(((2R,3S,4R,5R)-5-(6-amino-2-chloro-9H-purin-9-yl)-3-ethynyl-3,4-dihydroxytetrahydrofuran-2-yl)methoxy)-2-((2-carboxy-[1,1'-biphenyl]-4-yl)methyl)propanedioic acid